C12CN(CC2C1)C1=C(C=C(C=C1C#N)CN1N=CC(=C1)C(=O)O)C#N 1-[(4-{3-Azabicyclo[3.1.0]hexan-3-yl}-3,5-dicyanophenyl)methyl]-1H-pyrazole-4-carboxylic acid